C(C)OC(=O)C(C(C)C)OC1=NN(C=C1)C(=O)[O-] 3-(1-ethoxycarbonyl-2-methyl-propoxy)pyrazole-1-carboxylate